C(/C1=CC=CC=C1)=C\1/C2C(N3N1C(CC3(C)C)=O)C=3C=CC(=CC3C2)C(C)(C)C (E)-10-Benzylidene-7-(tert-butyl)-3,3-dimethyl-2,3,4a,9,9a,10-hexahydro-1H-indeno[1,2-c]pyrazolo[1,2-a]pyrazol-1-one